6-[5-(1-aminoethyl)-3-bromo-1,2,4-triazol-1-yl]pyridine-3-carbonitrile Hydrobromide Br.NC(C)C1=NC(=NN1C1=CC=C(C=N1)C#N)Br